2-(4-bromophenyl)-1-phenylnaphthalene BrC1=CC=C(C=C1)C1=C(C2=CC=CC=C2C=C1)C1=CC=CC=C1